Decanamide C(CCCCCCCCC)(=O)N